CBZ-glycine C(=O)(OCC1=CC=CC=C1)NCC(=O)O